N(=[N+]=[N-])C(N=[N+]=[N-])C1OCC1 diazidomethyl-oxetane